Tert-butyl (1-(2-cyanocyclopent-1-en-1-yl)-2-(methyl(m-tolyl)amino)-2-oxoethyl)carbamate C(#N)C1=C(CCC1)C(C(=O)N(C=1C=C(C=CC1)C)C)NC(OC(C)(C)C)=O